ClC1=C(C=CC=C1)C(C(Cl)Cl)C1=CC=C(C=C1)Cl 1-chloro-2-[2,2-dichloro-1-(4-chlorophenyl)ethyl]benzene